5-benzylmercaptotetrazole 2-(trimethylsilyl)ethyl-(2S,3S)-3-amino-3-(4-chlorophenyl)-2-methylpropanoate hydrochloride Salt Cl.C[Si](CCOC([C@H]([C@@H](C1=CC=C(C=C1)Cl)N)C)=O)(C)C.C(C1=CC=CC=C1)SC1=NN=NN1